4-isopropenyl-2-methylsulfanyl-5-(trifluoromethyl)pyrimidine C(=C)(C)C1=NC(=NC=C1C(F)(F)F)SC